BrC1OC2=C(C1Br)C=CC(=C2)C#N 2,3-Dibromo-2,3-dihydro-1-benzofuran-6-carbonitrile